C(C)(C)(C)NC(C1=CC(C(=O)NC(C)(C)C)=CC(C(=O)NC(C)(C)C)=C1)=O trimesic acid tris(t-butylamide)